(R)-N-(5-(1-methyl-1H-pyrazol-4-yl)-4-morpholino-2-(2,2,2-trifluoroethoxy)phenyl)-6-(3-phenylisoxazolidin-2-yl)pyrimidin-4-amine CN1N=CC(=C1)C=1C(=CC(=C(C1)NC1=NC=NC(=C1)N1OCC[C@@H]1C1=CC=CC=C1)OCC(F)(F)F)N1CCOCC1